[Na+].[N+](=O)([O-])C=1C=C(C=CC1)S(=O)(=O)[O-] 3-nitrobenzenesulfonic acid sodium salt